C1(CC1)CN1[C@@](CCC1)(C)/C=C/S(=O)(=O)NC(NC1=C2CCCC2=CC=2CCCC12)=O (R,E)-2-(1-(Cyclopropylmethyl)-2-methylpyrrolidin-2-yl)-N-((1,2,3,5,6,7-hexahydro-s-indacen-4-yl)carbamoyl)ethen-1-sulfonamid